methyl 4-iodo-1-methoxy-cyclohexanecarboxylate IC1CCC(CC1)(C(=O)OC)OC